ClC1=C(C=C(N)C=C1)C1CCC1 4-chloro-3-cyclobutyl-aniline